(5R)-2-[(3-bromo-2-fluorophenyl)methyl]-3-(hydroxyimino)-5-methylpyrrolidine-1-carboxylic acid benzyl ester C(C1=CC=CC=C1)OC(=O)N1C(C(C[C@H]1C)=NO)CC1=C(C(=CC=C1)Br)F